3,5-dibromo-4-methylanisole BrC=1C=C(C=C(C1C)Br)OC